NC1=CC(=C(C(=N1)C1=CC=C(C=C1)F)C1=CC(=NC(=C1)C)Cl)C#N 6-amino-2'-chloro-2-(4-fluorophenyl)-6'-methyl-[3,4'-bipyridine]-4-carbonitrile